(3,4-dihydroisoquinolin-2(1H)-yl)-2-(1H-pyrazol-4-yl)-5,7-dihydro-6H-pyrrolo[3,4-d]pyrimidine-6-carbonitrile C1N(CCC2=CC=CC=C12)C=1C2=C(N=C(N1)C=1C=NNC1)CN(C2)C#N